Trimethylcyclopentene CC1C(=C(CC1)C)C